3-((3-(4-(2-(isobutylsulfonyl)phenoxy)-3-(trifluoromethyl)phenyl)-1,2,4-oxadiazol-5-yl)methyl)-imidazolidine-2,4-dione C(C(C)C)S(=O)(=O)C1=C(OC2=C(C=C(C=C2)C2=NOC(=N2)CN2C(NCC2=O)=O)C(F)(F)F)C=CC=C1